6-((2-aminoethyl)amino)-N-((1,2,3,5,6,7-hexahydro-s-indacen-4-yl)carbamoyl)-6,7-dihydro-5H-pyrazolo[5,1-b][1,3]oxazine-3-sulfonimidamide NCCNC1CN2C(OC1)=C(C=N2)S(=O)(NC(NC2=C1CCCC1=CC=1CCCC21)=O)=N